N,N-diethyl-N-(2-methoxyethyl)ammonium tetrafluoroborate F[B-](F)(F)F.C(C)[NH+](CCOC)CC